COC(=O)C=1N=C(N(C1)C)OC1=C(C=C(C=C1)N1N=CN(C1=O)CC1=C(C=CC=C1F)F)F 2-(4-(4-(2,6-Difluorobenzyl)-5-oxo-4,5-dihydro-1H-1,2,4-triazol-1-yl)-2-fluorophenoxy)-1-methyl-1H-imidazole-4-carboxylic acid methyl ester